N-(3-(5-bromo-2-(difluoromethoxy)phenyl)-1-methyl-1H-pyrazol-4-yl)pyrazolo[1,5-a]pyrimidine BrC=1C=CC(=C(C1)C1=NN(C=C1N1CC=C2N1C=CC=N2)C)OC(F)F